C1(=CC=CC=C1)C1=NN=C(S1)OC1C2CN3CC(CC1C3)C2 4-(5-phenyl-1,3,4-thiadiazol-2-yloxy)-1-azatricyclo[3.3.1.13,7]decane